COC1=CC(=CC2=C1O[C@H]([C@@H](O2)C)C=2C=NC(=CC2)OC)C([2H])([2H])N |r| (+/-)-((trans)-8-methoxy-2-(6-methoxypyridin-3-yl)-3-methyl-2,3-dihydrobenzo[b][1,4]dioxin-6-yl)methyl-d2-amine